1-Iodoethyl tetrahydro-2H-pyran-4-carboxylate O1CCC(CC1)C(=O)OC(C)I